BrC1=NN=C(C=2N1N=C(C2)C)O 7-Bromo-2-methylpyrazolo[1,5-d][1,2,4]triazin-4-ol